ClC1=CC(=C(OC2CCN(CC2)CCOCCOC=2C=C3C(N(C(C3=CC2)=O)C2C(NC(CC2)=O)=O)=O)C=C1NC=1C=C2CCC(NC2=CC1)=O)[N+](=O)[O-] 5-(2-(2-(4-(4-chloro-2-nitro-5-((2-oxo-1,2,3,4-tetrahydroquinolin-6-yl)amino)phenoxy)piperidin-1-yl)ethoxy)ethoxy)-2-(2,6-dioxopiperidin-3-yl)isoindoline-1,3-dione